N=1NN=NC1C=1C=CC2=C(N=C(C3=CC=NC=C23)NCCCNC(OC(C)(C)C)=O)C1 Tert-butyl (3-((8-(2H-tetrazol-5-yl)benzo[c][2,6]naphthyridin-5-yl)amino)propyl)carbamate